chloro-2,5-difluoro-4-((4-n-pentylphenyl)ethynyl)-1,1'-biphenyl ClC=1C(=C(C=C(C1C#CC1=CC=C(C=C1)CCCCC)F)C1=CC=CC=C1)F